C1(CC1)N1N=C(C=C1)C1=NN=C2N1CCN([C@@H]2C)C(=O)C2=CC=C(C=C2)F (R)-(3-(1-cyclopropyl-1H-pyrazol-3-yl)-8-methyl-5,6-dihydro-[1,2,4]triazolo[4,3-a]pyrazin-7(8H)-yl)(4-fluorophenyl)methanone